1-((E)-4-((4-((3-chloro-2-fluorophenyl)amino)-7-(((1R,5S)-3-methyl-3-azabicyclo[3.1.0]hexan-1-yl)ethynyl)quinazolin-6-yl)amino)-4-oxobut-2-en-1-yl)piperidine-3-carboxylic acid ClC=1C(=C(C=CC1)NC1=NC=NC2=CC(=C(C=C12)NC(/C=C/CN1CC(CCC1)C(=O)O)=O)C#C[C@@]12CN(C[C@H]2C1)C)F